B([O-])(O)O.CC(C(=O)O)(C(=O)O)F.CC(C(=O)O)(C(=O)O)F.[Li+] lithium bis(2-methyl-2-fluoro malonate) borate